CN(CCN(C1=CC=C(C=C1)NC=1N=CC2=C(N1)N(C(C=C2C#C)=O)C2=CC=CC=C2)C)C 2-((4-((2-(dimethylamino)ethyl)(methyl)amino)phenyl)amino)-5-ethynyl-8-phenylpyrido[2,3-d]pyrimidin-7(8H)-one